ClC=1C=NN2C1C(=CC(=C2)C=2N=NN(C2C)C2CCN(CC2)C(=O)OC(C)(C)C)OCC(=O)C2=NC=C(C=C2)F tert-butyl 4-[4-[3-chloro-4-[2-(5-fluoro-2-pyridyl)-2-oxo-ethoxy]pyrazolo[1,5-a]pyridine-6-yl]-5-methyl-triazol-1-yl]piperidine-1-carboxylate